COC1=CC2=CC3=C(C(OC3)=O)C(=C2C=C1OC)C1=CC=C2CCN(CC2=C1)C 6,7-dimethoxy-9-(2-methyl-1,2,3,4-tetrahydroisoquinolin-7-yl)naphtho[2,3-c]furan-1(3H)-one